[Cr].[Cu].[Cr] chromium-copper-chromium